bipyrroloimidazole N1=C(N=C2C1=CC=N2)C2=NC=1C(=N2)N=CC1